C(#N)C1=CC(=C(C=C1)C1OC2=C(O1)C=CC=C2C2=CC(=C(CC1=NC3=C(N1CCOC)C=C(C=C3)C(=O)OC)C=C2)F)F Methyl 2-(4-(2-(4-cyano-2-fluorophenyl)benzo[d][1,3]dioxol-4-yl)-2-fluorobenzyl)-1-(2-methoxyethyl)-1H-benzo[d]imidazole-6-carboxylate